10-Undecenoic acid, butyl ester C(CCCCCCCCC=C)(=O)OCCCC